C12CC(CC(CCC1)N2)N(C2=CC=C(N=N2)C2=CC(=C(C=C2O)/C=C/C(=O)NC)F)C (2E)-3-{4-[6-({9-azabicyclo[3.3.1]nonan-3-yl}(methyl)amino)pyridazin-3-yl]-2-fluoro-5-hydroxyphenyl}-N-methylprop-2-enamide